C1(=CC=CC=C1)C1=[N+](C(=CC(=C1)C1=CC=CC=C1)C1=CC=CC=C1)C1=CC=C(C=C1)O 2,4,6-triphenyl-N-(4-hydroxyphenyl)-pyridinium